[N+](=O)([O-])C1=CC=C(OC(=O)O[C@@H](CCC(=O)OCC2=CC=CC=C2)CCCCCCCC)C=C1 benzyl (R)-4-(((4-nitrophenoxy)carbonyl)oxy)dodecanoate